FC1=C(OCOCC[Si](C)(C)C)C(=CC(=C1)C1=NC=2CCC(=C(C2C=C1)O[Si](CC)(CC)CC)C)F 2-[[2,6-difluoro-4-(6-methyl-5-triethylsilyloxy-7,8-dihydroquinolin-2-yl)phenoxy]methoxy]ethyl-trimethyl-silane